N1N=C(C=C1)O Pyrazole-3-ol